(1R,2S,3R,5R)-3-(4-amino-5-(4-benzylthiazol-2-yl)-7H-pyrrolo[2,3-d]pyrimidin-7-yl)-5-((S)-piperidin-3-yl)cyclopentane-1,2-diol NC=1C2=C(N=CN1)N(C=C2C=2SC=C(N2)CC2=CC=CC=C2)[C@H]2[C@@H]([C@@H]([C@H](C2)[C@H]2CNCCC2)O)O